C(C)(CC)N1C=2C3=C(NN=C3CCC1)C=CN2 6-(sec-butyl)-6,7,8,9-tetrahydro-2H-1,2,5,6-tetraazabenzo[cd]azulene